FC1=C(C=C(C=C1)C)NC(=O)NC1=CC=C(C=C1)B1OC(C(O1)(C)C)(C)C 1-(2-Fluoro-5-methylphenyl)-3-(4-(4,4,5,5-tetramethyl-1,3,2-dioxaborolan-2-yl)phenyl)urea